1-(7-(5,6-dimethyl-1H-indazol-4-yl)-8-fluoro-2-(((2R,7aS)-2-fluorohexahydro-1H-pyrrolizin-7a-yl)methoxy)pyrido[4,3-d]pyrimidin-4-yl)-3-methylpiperidin CC=1C(=C2C=NNC2=CC1C)C1=C(C=2N=C(N=C(C2C=N1)N1CC(CCC1)C)OC[C@]12CCCN2C[C@@H](C1)F)F